4-(Mercaptomethyl)-1,8-dimercapto-3,6-dithiaoctan SCC(SCCS)CSCCS